N1=C(C=CC=C1)C1=NCNC1(O)C1=NC=CC=C1 4,5-di(pyridin-2-yl)-2,5-dihydro-1H-imidazol-5-ol